1-(2-fluoro-4-nitro-phenyl)-4-[2-(4-piperidyl)ethyl]piperidine FC1=C(C=CC(=C1)[N+](=O)[O-])N1CCC(CC1)CCC1CCNCC1